BrC1=C(N=C(C=2N1N=CC2)N2CCC1(CC2)[C@@H](C2=C(C(=NC=C2)CO)C1)N[S@](=O)C(C)(C)C)C (R)-N-[(5S)-1'-(7-bromo-6-methyl-pyrazolo[1,5-a]pyrazin-4-yl)-1-(hydroxymethyl)spiro[5,7-dihydrocyclopenta[c]pyridin-6,4'-piperidin]-5-yl]-2-methyl-propane-2-sulfinamide